F[C@H]1[C@@H]([C@H](CCC1)N1CCN(CC1)C(C)C)N |r| rac-(1r,2r,6s)-2-fluoro-6-[4-(propan-2-yl)piperazin-1-yl]cyclohexan-1-amine